O=C(CCC=O)C=1NC=CC1 4-OXO-4-(1H-PYRROL-2-YL)BUTANAL